(1S)-4,4,4-trifluoro-1-(6-(2-methyl-2H-pyrazolo[3,4-b]pyridin-5-yl)-1-benzothiophen-2-yl)-1-butanol FC(CC[C@H](O)C=1SC2=C(C1)C=CC(=C2)C2=CC=1C(N=C2)=NN(C1)C)(F)F